BrCCC1=CC=C(C=C1)CCBr 1,4-bis-bromoethyl-benzene